C(C)SC(CC=1C(CCCC1O)=O)C [2-(ethylthio)propyl]-3-hydroxy-2-cyclohexene-1-one